ClC=1C(=CC(=NC1)N1CCN(CC1)C)NC(CN1C=C(C2=C1N=C1N(C2=O)CCC1)C=1C(=C(C(=C(C(=O)N)C1)O)F)F)=O 5-(1-(2-((5-chloro-2-(4-methylpiperazin-1-yl)pyridin-4-yl)amino)-2-oxoethyl)-4-oxo-4,6,7,8-tetrahydro-1H-dipyrrolo[1,2-a:2',3'-d]pyrimidin-3-yl)-3,4-difluoro-2-hydroxybenzamide